(diethylamino)-1,2-dihydrocyclopenta[b]chromene-3-carbaldehyde C(C)N(CC)C1CC(=C2OC=3C=CC=CC3C=C21)C=O